C(CC1=C(C(=O)[O-])C=CC(C1)=[N+]=[N-])C1=C(C(=O)[O-])C=CC(C1)=[N+]=[N-] ethane-1,2-diylbis(4-diazobenzoate)